N1NNCCCCCCCC(CC1=O)=O triazacyclotridecane-11,13-dion